[C@@H]12OC[C@@H](N(C1)C1=CC=CC(=N1)C(=O)OC)C2 methyl 6-[(1S,4S)-2-oxa-5-azabicyclo[2.2.1]heptan-5-yl]pyridine-2-carboxylate